methyl 1-methyl-4-(6-methyl-5-(N-methyl methylsulfonylamino) pyridin-2-yl)-1H-1,2,3-triazole-5-carboxylate CN1N=NC(=C1C(=O)OC)C1=NC(=C(C=C1)N(C)S(=O)(=O)C)C